5-((3-((4'-chloro-5,5-dimethyl-3,4,5,6-tetrahydro-[1,1'-biphenyl]-2-yl)methyl)-3,6-diazabicyclo[3.1.1]heptan-6-yl)methyl)-2-(2,6-dioxopiperidin-3-yl)isoindoline-1,3-dione ClC1=CC=C(C=C1)C1=C(CCC(C1)(C)C)CN1CC2N(C(C1)C2)CC=2C=C1C(N(C(C1=CC2)=O)C2C(NC(CC2)=O)=O)=O